CN(CCCNCCCNCC1=CC(=CC=C1)CN)C N-(3-(Dimethylamino)propylamino)propyl-1,3-bis(aminomethyl)benzene